(1s,3s)-3-amino-1-methylcyclobutane-1-ol NC1CC(C1)(O)C